CN1C(OC2=C1C=C(C=C2)C2=CC=C(C[C@H](N)C(=O)N)C=C2)=O 4-(3-Methyl-2-Oxo-2,3-Dihydro-1,3-Benzoxazol-5-yl)-L-Phenylalaninamide